ClC=1C=2N(C=CC1SC1=NC=C(N=C1)Cl)C=C(N2)C 8-chloro-7-((5-chloropyrazin-2-yl)thio)-2-methylimidazo[1,2-a]pyridine